Cl.CN(CC(=O)N)C 2-(dimethylamino)acetamide hydrochloride